OC1=C(C=C(C=C1O)C1OC2=CC(=CC(=C2C(C1O)=O)O)O)[O-] 2,3-dihydroxy-5-(3,5,7-trihydroxy-4-oxo-2,3-dihydro-4H-chromen-2-yl)phenolate